5-(1-benzofuran-7-yl)-N-(4-bromo-2,5-difluorophenyl)-1H-pyrrole-3-sulfonamide O1C=CC2=C1C(=CC=C2)C2=CC(=CN2)S(=O)(=O)NC2=C(C=C(C(=C2)F)Br)F